5-chloro-6-(1,1-difluoroethyl)-N-[(4-methylpyridin-3-yl)methyl]pyridine-3-carboxamide ClC=1C=C(C=NC1C(C)(F)F)C(=O)NCC=1C=NC=CC1C